ClC=1C2=C(N=CN1)NC(C(=C2)C2CCNCC2)=O 4-chloro-6-(piperidin-4-yl)pyrido[2,3-d]pyrimidin-7(8H)-one